gallium mono-acetoacetate bis(ethyl acetoacetate) C(C)CC(CC(=O)[O-])=O.C(C)CC(CC(=O)[O-])=O.C(CC(=O)C)(=O)[O-].[Ga+3]